ClC=1C=C(C=CC1Cl)N1CC2C(C2C1)COC=1N=NNC1C(=O)O 4-((3-(3,4-dichlorophenyl)-3-azabicyclo[3.1.0]hex-6-yl)methoxy)-1H-1,2,3-triazole-5-carboxylic acid